4-(3-acrylamido-2-methylphenyl)-2-methyl-1H-indole-7-carboxamide C(C=C)(=O)NC=1C(=C(C=CC1)C1=C2C=C(NC2=C(C=C1)C(=O)N)C)C